BrC1=C(C=C(C(=C1)[N+](=O)[O-])F)C 1-bromo-4-fluoro-2-methyl-5-nitro-benzene